FC1(C[C@H](CC1)[C@H](C(=O)NC=1SC=C(N1)C(F)(F)F)C1=CC=C(C=C1)C=1N=NN(N1)C)F (S)-2-((S)-3,3-Difluorocyclopentyl)-2-(4-(2-methyl-2H-tetrazol-5-yl)phenyl)-N-(4-(trifluoromethyl)thiazol-2-yl)acetamide